ClC1=NC=C(C(=O)NOCC)C(=C1)NC1=C(C=C(C(=C1)C)C1CC1)N(S(=O)(=O)C)C 6-chloro-4-((4-cyclopropyl-5-methyl-2-(N-methylmethanesulfonamido)phenyl)amino)-N-ethoxynicotinamide